3-(4-cyclopentyl-3,5-dimethoxystyryl)thiophenehexanediol triacrylate C(C=C)(=O)O.C(C=C)(=O)O.C(C=C)(=O)O.C1(CCCC1)C1=C(C=C(C=CC2=C(SC=C2)CCCCCC(O)O)C=C1OC)OC